N2-(2-ethoxy-6-methyl-5,6,7,8-tetrahydro-1,6-naphthyridin-3-yl)-N8-((3-methyloxetan-3-yl)methyl)quinazoline-2,8-diamine C(C)OC1=NC=2CCN(CC2C=C1NC1=NC2=C(C=CC=C2C=N1)NCC1(COC1)C)C